CNCC(F)(F)F Methyl(2,2,2-trifluoroethyl)amine